FC(C1=CC=C2C(=NC(=NC2=C1)NC1=C(C=C(C=C1)F)F)NC1=NNC(=C1)C1CC1)(F)F 7-trifluoromethyl-N4-(5-cyclopropyl-1H-pyrazol-3-yl)-N2-(2,4-difluorophenyl)quinazoline-2,4-diamine